(3R)-N,N-dimethylpyrrolidin-3-amine CN(C)[C@@H]1CCNC1